N-(2,2-dimethylpropyl)-1-[[5-[5-(trifluoromethyl)-1,2,4-oxadiazol-3-yl]-2-thienyl]methyl]pyrazole-4-carboxamide CC(CNC(=O)C=1C=NN(C1)CC=1SC(=CC1)C1=NOC(=N1)C(F)(F)F)(C)C